BrC1=CC2=C(OCC(O2)C#N)C=C1Br 6,7-dibromo-2,3-dihydro-1,4-benzodioxine-3-carbonitrile